Dideoxyfluorouridine F[C@@]1(CC[C@@H](CO)O1)N1C(=O)NC(=O)C=C1